o-hydroxyaniline HCl Cl.OC1=C(N)C=CC=C1